1-({8-chloro-7-[(2-fluoro-4-iodophenyl)amino]imidazo[1,2-a]pyridin-6-yl}carbonyl)-3-piperidin-2-ylazetidin-3-ol ClC=1C=2N(C=C(C1NC1=C(C=C(C=C1)I)F)C(=O)N1CC(C1)(O)C1NCCCC1)C=CN2